1-methoxy-1,4-dioxo-4-phenylbutan-2-aminium chloride [Cl-].COC(C(CC(C1=CC=CC=C1)=O)[NH3+])=O